FC(C(=O)O)(F)F.NC[C@H](N)C(=O)N1CCC(CC1)C1=NC2=C(N1CCOC(F)(F)F)C=C(C=C2)C=2C=C(C(N(C2)C)=O)C 5-(2-(1-(3-Aminoalanyl)piperidin-4-yl)-1-(2-(trifluoromethoxy)ethyl)-1H-benzo[d]imidazol-6-yl)-1,3-dimethylpyridin-2(1H)-one trifluoroacetate